C(=C)C1=CCC(N1)=O 5-vinyl-4-pyrrolin-2-one